COC1=C(C=CC(=C1)OC)CNC(=O)C1=CC2=C(C(=N1)C=1N=C(SC1C=O)C1=CC(=NN1CC)C)C=NN2C N-[(2,4-dimethoxyphenyl)methyl]-4-[2-(1-ethyl-3-methyl-1H-pyrazol-5-yl)-5-formyl-1,3-thiazol-4-yl]-1-methyl-1H-pyrazolo[4,3-c]pyridine-6-carboxamide